FC(C1=C2C=CNC2=C(C(=C1OC=1C=CC(=C(C#N)C1)F)F)F)F 5-[[4-(difluoromethyl)-6,7-difluoro-1H-indol-5-yl]oxy]-2-fluoro-benzonitrile